[Br-].C1(CCCCC1)N1C=[N+](C=C1)C1CCCCC1 1,3-dicyclohexylimidazolium bromide